t-butylamino-tris(dimethylamino)tantalum C(C)(C)(C)N[Ta](N(C)C)(N(C)C)N(C)C